4-((4-methoxybenzyl)amino)-6-methylimidazo[1,5-a]quinoxaline-8-carboxylic Acid COC1=CC=C(CNC=2C=3N(C4=CC(=CC(=C4N2)C)C(=O)O)C=NC3)C=C1